(S)-4-(cyclopropylethynyl)-6-fluoro-7-((4-methoxy-6-oxopyrimidin-1(6H)-yl)methyl)-4-(trifluoromethyl)-1,4-dihydro-2H-benzo[d][1,3]oxazin-2-one C1(CC1)C#C[C@]1(C2=C(NC(O1)=O)C=C(C(=C2)F)CN2C=NC(=CC2=O)OC)C(F)(F)F